7-(isothiazol-4-yl)-4-methyl-1,5-naphthyridin-2-amine S1N=CC(=C1)C1=CN=C2C(=CC(=NC2=C1)N)C